((4-fluoro-1-(3-phenylpropyl)piperidin-4-yl)methyl)-trans-2-phenylcyclopropylamine FC1(CCN(CC1)CCCC1=CC=CC=C1)CN[C@H]1[C@@H](C1)C1=CC=CC=C1